C(C1=CC=CC=C1)O[C@H]1[C@H]2O[C@H](C[C@@]1(O[C@H]2N2C(NC(C(=C2)C)=O)=O)COCC2=CC=CC=C2)C 1-((1R,3S,5R,7R,8S)-8-(benzyloxy)-5-((benzyloxy)methyl)-3-methyl-2,6-dioxabicyclo[3.2.1]octan-7-yl)-5-methylpyrimidine-2,4(1H,3H)-dione